1-(4-phenylsulfanyl-phenyl)-butane C1(=CC=CC=C1)SC1=CC=C(C=C1)CCCC